OCCOCCOCCOCCOCCOCCOCCOC=1C=C(C=CC1)CC(=O)NC=1SC(=C(N1)C=1C=C2C=CN(C2=CC1)C(C1=C(C=CC=C1)C)=O)C 2-(3-((20-hydroxy-3,6,9,12,15,18-hexaoxaeicosyl)oxy)phenyl)-N-(5-methyl-4-(1-(2-methylbenzoyl)indol-5-yl)thiazol-2-yl)acetamide